C1(CC1)[C@H]([C@H](O)C1=CC=C(C=C1)F)N1C(C2=CC(=CC=C2C1)C=1OC(=NN1)C(F)F)=O 2-[(1R,2R)-1-cyclopropyl-2-(4-fluorophenyl)-2-hydroxyethyl]-6-[5-(difluoromethyl)-1,3,4-oxadiazol-2-yl]-2,3-dihydro-1H-isoindol-1-one